NC=1C=CC(=NC1)OC1=CC(=C(C#N)C=C1)CC 4-[(5-amino-2-pyridinyl)oxy]-2-ethylbenzonitrile